NC1=NC=CC(=C1)S(=O)(=O)NC1=NC(=C(C=C1)Cl)C1=C(C=CC=C1C)C 2-amino-N-(5-chloro-6-(2,6-dimethylphenyl)pyridin-2-yl)pyridine-4-sulfonamide